C(C)(=O)N1N(C(=C(C1=O)C(F)(F)F)OCCOCC)C1=CC=CC=C1 2-acetyl-5-(2-ethoxyethoxy)-1-phenyl-4-(trifluoromethyl)-pyrazol-3-one